C(=O)[C@@H]1CN(CC1)C(=O)OCC1=CC=CC=C1 Benzyl (S)-3-formylpyrrolidine-1-carboxylate